BrC=1C2=CN(N=C2C(=C(C1)F)C(=O)O)C 4-bromo-6-fluoro-2-methyl-indazole-7-carboxylic acid